N4-(1H-pyrazol-3-ylmethyl)-N2-[4-(2-pyrrolidin-1-ylethyl)phenyl]-5-(trifluoromethyl)pyrimidine-2,4-diamine N1N=C(C=C1)CNC1=NC(=NC=C1C(F)(F)F)NC1=CC=C(C=C1)CCN1CCCC1